C1(=CC=CC=C1)S(=O)(=O)O.COC(CC[C@H]1C=2N(C3=C(C(=N1)C1=NC=CC=C1)C=C(C=C3)Br)C(=CN2)C)=O 3-[(4S)-8-bromo-1-methyl-6-(2-pyridinyl)-4H-imidazo[1,2-a][1,4]benzodiazepine-4-yl]-propionic acid methyl ester benzenesulfonate